tert-butyl (3-((3-(((benzyloxy)carbonyl)amino)propyl)amino)propyl)carbamate C(C1=CC=CC=C1)OC(=O)NCCCNCCCNC(OC(C)(C)C)=O